2-amino-4,6-difluorobenzoic acid NC1=C(C(=O)O)C(=CC(=C1)F)F